syn-pentane CCCCC